N1=C(C=CC=C1)NC(=O)N1CCCC2=CC=CN=C12 N-(pyridine-2-yl)-3,4-dihydro-1,8-naphthyridine-1(2H)-carboxamide